[K].ClC1=C2CC=NC2=NC=N1 6-Chloro-7-deazapurine potassium salt